C(C)=C1C2C=CC(C1)C2 5-Ethyliden-2-norbornen